N-(6-quinolyl)-[2,4'-bithiazole]-2'-amine N1=CC=CC2=CC(=CC=C12)NC=1SC=C(N1)C=1SC=CN1